2-((3S,5S,7S)-Adamantan-1-yl)ethyl ((S)-4-methyl-1-oxo-1-(((S)-1-oxo-3-((S)-2-oxopyrrolidin-3-yl)propan-2-yl)amino)pentan-2-yl)carbamate CC(C[C@@H](C(N[C@H](C=O)C[C@H]1C(NCC1)=O)=O)NC(OCCC12CC3CC(CC(C1)C3)C2)=O)C